ClC=1C=C2C(=CC1)NC(C21CCN(CC1)CCOC1=CC=C(C=C1)S(=O)(=O)C(F)F)=O 5-chloro-1'-[2-(4-difluoromethane-sulfonylphenoxy)eth-yl]-1,2-dihydrospiro[indole-3,4'-piperidin]-2-one